N-(4-(4-amino-7-methyl-5-(4-((1-methyl-1H-pyrazol-3-yl)oxy)phenyl)-7H-pyrrolo[2,3-d]pyrimidin-6-yl)phenyl)acrylamide cobalt-tungsten [W].[Co].NC=1C2=C(N=CN1)N(C(=C2C2=CC=C(C=C2)OC2=NN(C=C2)C)C2=CC=C(C=C2)NC(C=C)=O)C